(R)-4-(((S)-1-((((9H-fluoren-9-yl)methoxy)carbonyl)amino)-6-((2-nitrophenyl)sulfonamido)hexan-2-yl)(methyl)amino)-3-benzyl-4-oxobutanoic acid C1=CC=CC=2C3=CC=CC=C3C(C12)COC(=O)NC[C@H](CCCCNS(=O)(=O)C1=C(C=CC=C1)[N+](=O)[O-])N(C([C@@H](CC(=O)O)CC1=CC=CC=C1)=O)C